C(C)C1=C(C=NC=2OCCNC21)N2CC=1N=C(N=CC1CC2)NC2=CC=C(C=C2)CS(=O)(=O)C 7-{8-ethyl-1H,2H,3H-pyrido[2,3-b][1,4]oxazin-7-yl}-N-[4-(methanesulfonylmethyl)phenyl]-5H,6H,7H,8H-pyrido[3,4-d]pyrimidin-2-amine